1,1-bis(5-tert-butyl-4-hydroxy-2-methyl-phenyl)-3-n-dodecylmercaptobutan C(C)(C)(C)C=1C(=CC(=C(C1)C(CC(C)SCCCCCCCCCCCC)C1=C(C=C(C(=C1)C(C)(C)C)O)C)C)O